((1-(((tert-butoxycarbonyl) amino) methyl) cyclopropyl) methoxy)-5-fluorobenzyl methanesulfonate CS(=O)(=O)OC(C1=CC=CC(=C1)F)OCC1(CC1)CNC(=O)OC(C)(C)C